9-(tert-butyl) 3-ethyl 5-[2-[tert-butyl(dimethyl)silyl]oxyethoxy]-4-(methoxymethyl)pyrido[3,4-b]indole-3,9-dicarboxylate [Si](C)(C)(C(C)(C)C)OCCOC1=C2C3=C(N(C2=CC=C1)C(=O)OC(C)(C)C)C=NC(=C3COC)C(=O)OCC